C(C=C)(=O)O[SiH3] acryloyloxyl-silane